tantalum oxo phosphate P1(=O)(OOO1)[O-].[Ta+5].O1OP(=O)(O1)[O-].O1OP(=O)(O1)[O-].O1OP(=O)(O1)[O-].O1OP(=O)(O1)[O-]